FC1=CC=C(C=C1)C=1C=CC(=C(C1)NC(C1=CC=C(C=C1)S(=O)(=N)C)=O)O N-[5-(4-fluorophenyl)-2-hydroxy-phenyl]-4-(methylsulfonimidoyl)benzamide